(4-amino-2-piperidin-1-ylphenyl)-(4-methyl-2-phenylpiperazin-1-yl)methanone NC1=CC(=C(C=C1)C(=O)N1C(CN(CC1)C)C1=CC=CC=C1)N1CCCCC1